((1r,4r)-4-(3-amino-4-(4-bromophenyl)-1H-pyrazolo[4,3-c]pyridin-6-yl)cyclohexyl)methanol NC1=NNC2=C1C(=NC(=C2)C2CCC(CC2)CO)C2=CC=C(C=C2)Br